3-(2,3,5-tris(9H-pyrido[3,4-b]indol-9-yl)pyridin-4-yl)benzonitrile C1=NC=CC2=C1N(C1=CC=CC=C21)C2=NC=C(C(=C2N2C1=C(C3=CC=CC=C23)C=CN=C1)C=1C=C(C#N)C=CC1)N1C2=C(C3=CC=CC=C13)C=CN=C2